C=1(C(=CC2=CC=CC=3C4=CC=CC5=CC=CC(C1C23)=C45)C(=O)[O-])C(=O)[O-] perylenebisAt